4-[1-[2-[5-(difluoromethyl)-3-(trifluoromethyl)pyrazol-1-yl]acetyl]-4-piperidinyl]-N-tetrahydronaphthalen-1-yl-tetrahydrobenzodiazepine-2-Carboxamide FC(C1=CC(=NN1CC(=O)N1CCC(CC1)C1CN(NC2=C(C1)C=CC=C2)C(=O)NC2CCCC1=CC=CC=C21)C(F)(F)F)F